p-ethoxy-phenyldimethylmethane C(C)OC1=CC=C(C=C1)C(C)C